C(C1=CC=CC=C1)OCC(OC=1C=2N(C=C(C1)C=1N=NN(C1C)C1CC(C1)O)N=CC2)C2=NC=C(C=C2)F 3-[4-[4-[2-benzyloxy-1-(5-fluoro-2-pyridinyl)ethoxy]pyrazolo[1,5-a]pyridin-6-yl]-5-methyl-triazol-1-yl]cyclobutanol